C1(CC1)CC1=CNC=2N=CN=C(C21)N[C@@H]2CC[C@@H](N(C2)C(=O)OCC2=CC=CC=C2)C benzyl (2S,5R)-5-((5-(cyclopropylmethyl)-7H-pyrrolo[2,3-d]pyrimidin-4-yl) amino)-2-methylpiperidine-1-carboxylate